C(C)(C)(C)OC(C1=C(N=CC=C1CCCCCOC(C1=CC=CC=C1)=O)C=O)=O 4-(5-(benzoyloxy)pentyl)-2-formylnicotinic acid tert-butyl ester